CC1(OCC(O1)COC=C)C 2,2-dimethyl-4-((vinyloxy)methyl)-1,3-dioxolane